(2S,3R)-2,3-difluoro-N-(4-((4-hydroxybenzyl)amino)phenyl)heptanamide F[C@@H](C(=O)NC1=CC=C(C=C1)NCC1=CC=C(C=C1)O)[C@@H](CCCC)F